OC1CCN(CC1)C(C)=O 1-(4-hydroxypiperidin-1-yl)ethan-1-one